C(C1=CC=CC=C1)N1C(C(NC2=CC=C(C=C12)Br)C(F)F)=O 1-benzyl-7-bromo-3-(difluoromethyl)-3,4-dihydroquinoxalinone